N-(diphenylmethylene)-2,8-dimethylimidazo[1,2-a]pyrazin-6-amine C1(=CC=CC=C1)C(=NC=1N=C(C=2N(C1)C=C(N2)C)C)C2=CC=CC=C2